(S)-4-((1-cyanopropane-2-yl)amino)butyric acid ethyl ester C(C)OC(CCCN[C@H](CC#N)C)=O